C(C)(C)(C)OC(=O)NC1(CCC1)C1=CC=C(C(=O)O)C=C1 4-(1-((Tert-butoxycarbonyl)amino)cyclobutyl)benzoic acid